OCCNCCCN N-(2-hydroxyethyl)-1,3-propylenediamine